SCSCC(C)SCS 1,2-bis(mercaptomethylthio)propane